FC=1C=C(C=C2CCN(CC12)CCCF)B1OC(C(O1)(C)C)(C)C 8-fluoro-2-(3-fluoropropyl)-6-(4,4,5,5-tetramethyl-1,3,2-dioxaborolan-2-yl)-1,2,3,4-tetrahydroisoquinoline